N1=CC(=C2N1C=CC=C2)NC(C2=C(C=CC=C2)N2CCC1(CC1)CC2)=O N-(pyrazolo[1,5-a]pyridin-3-yl)-2-(6-azaspiro[2.5]oct-6-yl)benzamide